FC1CC(N2N=C(N=C21)C(=O)O)C2=CC=CC=C2 7-fluoro-5-phenyl-6,7-dihydro-5H-pyrrolo[1,2-b][1,2,4]triazole-2-carboxylic acid